FC(COC(C(=C)C)=O)(F)F 2,2,2-trifluoroethyl-methacrylate